CC1C=2N(CCN1C(=O)C1=CC(=C(C(=C1)F)F)F)C(=NN2)C2=NC(=NS2)C (8-methyl-3-(3-methyl-1,2,4-thiadiazol-5-yl)-5,6-dihydro-[1,2,4]triazolo[4,3-a]pyrazin-7(8H)-yl)(3,4,5-trifluorophenyl)methanone